C=1NC=C2C1OC=C1N(S2)C=CC=C1 2H-pyrido[1,2-e]pyrrolo[3,4-b][1,4,5]oxathiazepine